C(C1CO1)(=O)[O-].[Al+3].C(C1CO1)(=O)[O-].C(C1CO1)(=O)[O-] aluminum glycidate